2-(2-trimethoxysilylphenyl)ethanethiol CO[Si](C1=C(C=CC=C1)CCS)(OC)OC